5-amino-N-{4-[3-aminopiperidin-1-yl]-7-methoxy-6,7-dihydro-5H-cyclopenta[b]pyridin-3-yl}-2-(2,6-difluorophenyl)-1,3-thiazole-4-carboxamide NC1=C(N=C(S1)C1=C(C=CC=C1F)F)C(=O)NC=1C(=C2C(=NC1)C(CC2)OC)N2CC(CCC2)N